5-[(2-amino-3-fluoropyridin-4-yl)methyl]-3,4-difluoro-2-[2-fluoro-4-(2-trimethylsilylethynyl)anilino]benzamide NC1=NC=CC(=C1F)CC=1C(=C(C(=C(C(=O)N)C1)NC1=C(C=C(C=C1)C#C[Si](C)(C)C)F)F)F